C(C)(C)(C)OC(=O)N1CC2(C1)CC=C(CC2)C2=NC=C(C=N2)Cl 7-(5-chloropyrimidin-2-yl)-2-azaspiro[3.5]non-6-ene-2-carboxylic acid tert-butyl ester